CC1=C(C=NC(=C1)OC1=CC=CC=C1)N1C2=C(SC=3N=CC=C(NC1=O)C32)C(=O)N (S)-(4-methyl-6-phenoxypyridin-3-yl)4-oxo-4,5-dihydro-3H-1-thia-3,5,8-triazaacenaphthylene-2-carboxamide